C(CCCCCCCCC)C(CC=1C=C(SC1)C1=C(C(=O)O)C(=C(C(=C1F)C(=O)O)C=1SC=C(C1)CC(CCCCCCCCCCCC)CCCCCCCCCC)F)CCCCCCCCCCCC 2,5-bis(4-(2-decyltetradecyl)thiophen-2-yl)-3,6-difluoroterephthalic acid